5-(2-(4-(5-(difluoromethyl)-1,3,4-oxadiazol-2-yl)benzyl)-2H-tetrazol-5-yl)-N-ethylpyridin-2-amine FC(C1=NN=C(O1)C1=CC=C(CN2N=C(N=N2)C=2C=CC(=NC2)NCC)C=C1)F